FC(C1=NC2=C3C(=CC=C2C(=C1)C(F)(F)F)CN(C3)C3=NN=C(O3)C(=O)OCC)(F)F ethyl 5-(2,4-bis(trifluoromethyl)-7H-pyrrolo[3,4-h]quinoline-8(9H)-yl)-1,3,4-oxadiazole-2-carboxylate